1-(5-iodo-6-(3,3,3-trifluoropropyl)pyrazin-2-yl)piperidine-4-carbonitrile IC=1N=CC(=NC1CCC(F)(F)F)N1CCC(CC1)C#N